BrCC1=CC=C(C=C1)C1=NC=C(N=C1)OC(F)(F)F 2-[4-(bromomethyl)phenyl]-5-(trifluoromethoxy)pyrazine